N=1C=CN2C1C=C(C=C2)C(CN2CCOCC2)(C)C 4-(2-imidazo[1,2-a]pyridin-7-yl-2-methyl-propyl)morpholine